5-(4,4,5,5-tetramethyl-1,3,2-dioxaborolan-2-yl)-1H-1,3-benzodiazole CC1(OB(OC1(C)C)C1=CC2=C(NC=N2)C=C1)C